FC(S(=O)(=O)OC(C)C(F)(F)F)(F)F 1-trifluoropropan-2-yl trifluoromethanesulfonate